C1(CC1)NC[C@H](CC(C)C)N1C2=C(C(C3=CC(=CC=C13)F)=O)C1=CC3=C(C(N1C2)=O)COC([C@]3(O)CC)=O (S)-11-((S)-1-(cyclopropylamino)-4-methylpentane-2-yl)-4-ethyl-8-fluoro-4-hydroxy-1,12-dihydro-14H-pyrano[3',4':6,7]indolizino[2,1-b]quinoline-3,6,14(4H,11H)-trione